3,4-difluoropiperidin FC1CNCCC1F